3-(3,4,5-trifluorophenyl)-1,5-dimethyl-pyrazol-4-ol FC=1C=C(C=C(C1F)F)C1=NN(C(=C1O)C)C